3-(4-fluoro-1-((6-(methylsulfonyl)pyridin-3-yl)methyl)-benzoimidazol-2-yl)-4-methyl-1,2,5-oxadiazole FC1=CC=CC=2N(C(=NC21)C2=NON=C2C)CC=2C=NC(=CC2)S(=O)(=O)C